CN1N=CN=C1CC=O 2-(1-methyl-1H-1,2,4-triazol-5-yl)ethan-1-one